N-cyclohexyl-pyrrolidone C1(CCCCC1)N1C(CCC1)=O